C1(=C(C=CC=C1)NC1=CC=CC=C1)C1=CC=CC=C1 biphenyl-2-yl-phenylamine